FC=1C(=NC(=CC1B1OC(C(O1)(C)C)(C)C)C)C 3-Fluoro-2,6-dimethyl-4-(4,4,5,5-tetramethyl-1,3,2-dioxaborolan-2-yl)pyridine